N-(4-(2-chlorophenyl)thiazol-2-yl)-5-(2,6-diazaspiro[3.3]heptan-2-yl)picolinamide 2,2,2-trifluoroacetate salt FC(C(=O)O)(F)F.ClC1=C(C=CC=C1)C=1N=C(SC1)NC(C1=NC=C(C=C1)N1CC2(C1)CNC2)=O